OC(=O)C(F)(F)F.ONC(C1=CN=C(C=C1)OCCN1CCC(CC1)CNC1C(C1)C1=CC=CC=C1)=O N-hydroxy-6-(2-(4-(((2-phenylcyclopropyl)amino)methyl)piperidin-1-yl)ethoxy)nicotinamide TFA Salt